Tert-butyl (6-(((3-((2-chloro-5-((methyl-d3)carbamoyl)pyridin-4-yl)amino)-5-(1-isopropyl-1H-1,2,4-triazol-3-yl)-4-methoxybenzyl)oxy)methyl)pyridin-2-yl)carbamate ClC1=NC=C(C(=C1)NC=1C=C(COCC2=CC=CC(=N2)NC(OC(C)(C)C)=O)C=C(C1OC)C1=NN(C=N1)C(C)C)C(NC([2H])([2H])[2H])=O